N4-(benzoxazolin-2-on-5-yl)-N2-[3-methyl-2-(4-methylpiperazin-1-yl)pyridin-5-yl]-5-methylpyrimidine-2,4-diamine O1C(NC2=C1C=CC(=C2)NC2=NC(=NC=C2C)NC=2C=C(C(=NC2)N2CCN(CC2)C)C)=O